C(C=C)(=O)OCO[Si](OC)(OC)C=CC acryloxy-propenyl-trimethoxysilane